COC(C1=CC(=CC(=C1)N1C=NN=C1)F)=O 3-fluoro-5-(1,2,4-triazol-4-yl)benzoic acid methyl ester